4-(3-fluorophenyl)-1-(4-(4-isopropylpiperidin-1-yl)-5-(isopropylsulfanyl)thiazol-2-yl)-3-methyl-1H-pyrazole-5-carboxylic acid FC=1C=C(C=CC1)C=1C(=NN(C1C(=O)O)C=1SC(=C(N1)N1CCC(CC1)C(C)C)SC(C)C)C